OC(CN1C=[N+](C=C1)C)CO 1-(2,3-dihydroxypropyl)-3-methylimidazolium